N=1N(N=C2C1C=CC=C2)C2=C(C(=CC(=C2)C(C)(C2=CC=CC=C2)C)C(C)(C)C2=CC=CC=C2)O 2-(2H-Benzotriazol-2-yl)-4,6-bis(1-methyl-1-phenylethyl)phenol